2-fluoro-N-[5'-({6-[(1R)-1-hydroxypropyl]-4-methylpyridin-3-yl}amino)-[4,4'-bipyrimidin]-6-yl]cyclopropane-1-carboxamide FC1C(C1)C(=O)NC1=CC(=NC=N1)C1=NC=NC=C1NC=1C=NC(=CC1C)[C@@H](CC)O